O=C1NC(CCC1N1C(C2=CC=CC(=C2C1=O)NCCOCCNC1=CC=CC(=N1)[C@@H](C)C1=C(C=CC2=C(C=CC=C12)C1=CC=C(C=C1)C(F)(F)F)C(=O)N)=O)=O ((1S)-1-(6-((2-(2-((2-(2,6-dioxopiperidin-3-yl)-1,3-dioxoisoindolin-4-yl)amino)ethoxy)ethyl)amino)pyridin-2-yl)ethyl)-5-(4-(trifluoromethyl)phenyl)-2-naphthamide